N-(1,1-dicyclopropyl-2,2,3,3,3-pentafluoropropyl)-7-[(3R,4R)-3,4-dihydroxypyrrolidin-1-yl]-6-fluoro-4-oxo-1-(2,4,6-trifluorophenyl)-1,4-dihydro-1,8-naphthyridine-3-carboxamide C1(CC1)C(C(C(F)(F)F)(F)F)(C1CC1)NC(=O)C1=CN(C2=NC(=C(C=C2C1=O)F)N1C[C@H]([C@@H](C1)O)O)C1=C(C=C(C=C1F)F)F